5-(3-(2-fluoroethyl)-2-methyl-3H-imidazo[4,5-b]pyridin-5-yl)-N-(cis-4-morpholinocyclohexyl)pyrrolo[2,1-f][1,2,4]triazin-2-amine FCCN1C(=NC=2C1=NC(=CC2)C=2C=CN1N=C(N=CC12)N[C@@H]1CC[C@@H](CC1)N1CCOCC1)C